alpha-phenyl-alpha-ketoacetic acid C1(=CC=CC=C1)C(C(=O)O)=O